C(C)(C)(C)OC(=O)N(C=1SC2=C(N1)C(=CC=C2N2C[C@@H](N([C@H](C2)C)C(=O)OC(C)(C)C)C)C(NC2=CC1=CN(N=C1C(=C2)F)C)=O)C tert-butyl (2S,6S)-4-[2-[tert-butoxycarbonyl(methyl)amino]-4-[(7-fluoro-2-methyl-indazol-5-yl)carbamoyl]-1,3-benzothiazol-7-yl]-2,6-dimethyl-piperazine-1-carboxylate